ClC1=C(C=CC=C1C1=NC=CC(=C1Cl)C1=NC(=C(C=C1)CNC[C@H]1NC(CC1)=O)OC)NC(=O)C=1SC(=CN1)CN1C[C@@H](CC1)O N-(2-chloro-3-(3'-chloro-6-methoxy-5-(((((S)-5-oxopyrrolidin-2-yl)methyl)amino)methyl)-[2,4'-bipyridin]-2'-yl)phenyl)-5-(((R)-3-hydroxypyrrolidin-1-yl)methyl)thiazole-2-carboxamide